OC[C@H](C)N1CCC2(CC1)C(NC1=CC=C(C=C12)C#N)=O (S)-1'-(1-hydroxypropan-2-yl)-2-oxospiro[indoline-3,4'-piperidine]-5-carbonitrile